6-(6'-Ethyl-[2,2'-bipyridin]-3-yl)imidazo[1,2-a]pyridin-3-carbonitril C(C)C1=CC=CC(=N1)C1=NC=CC=C1C=1C=CC=2N(C1)C(=CN2)C#N